thiohexose C(C1C(C(C(C(O1)(O)S)O)O)O)O